(S)-6-(3-(3,4-dichlorophenyl)-1,2,4-oxadiazol-5-yl)-2,2-dimethyl-3,4-dihydro-2H-pyrano[2,3-b]pyridin-3-ol ClC=1C=C(C=CC1Cl)C1=NOC(=N1)C=1C=C2C(=NC1)OC([C@H](C2)O)(C)C